N(C1=CC=CC=C1)C1=C(NC2=C1C(N(CC2CC(F)F)C)=O)C2=CC(=NC=C2)NC(CC2=CC=C(C=C2)F)=O N-{4-[3-anilino-7-(2,2-difluoroethyl)-5-methyl-4-oxo-4,5,6,7-tetrahydro-1H-pyrrolo[3,2-c]pyridin-2-yl]pyridin-2-yl}-2-(4-fluorophenyl)acetamide